bis(diethyldithiocarbamate) molybdenum (VI) [Mo+6].C(C)N(C([S-])=S)CC.C(C)N(C([S-])=S)CC